1-((3-(3-hydroxypropyl)pyridin-4-yl)methyl)-4-(3,4,5-trifluorophenyl)pyrrolidin-2-one OCCCC=1C=NC=CC1CN1C(CC(C1)C1=CC(=C(C(=C1)F)F)F)=O